methyl 3-hydroxy-2,2-dimethyl-propionate OCC(C(=O)OC)(C)C